ClC=1C=CC=C2C=CC=C(C12)C1=CC=C2C(=C(C(=NC2=C1F)OCC12CCCN2CCC1)CC#N)N1[C@@H]2CCN([C@@H]2C1)C(C(=C)F)=O 7-(8-chloronaphthalen-1-yl)-8-fluoro-4-((1R,5R)-2-(2-fluoroacryloyl)-2,6-diazabicyclo[3.2.0]hept-6-yl)-2-((tetrahydro-1H-pyrrolizin-7a(5H)-yl)methoxy)quinoline-3-acetonitrile